C(C)(C)(C)OC(=O)N1CCC2(C(N(C(N2CC)=O)C2=CC(=C(C=C2)Cl)Cl)=O)CCC1 3-(3,4-dichlorophenyl)-1-ethyl-2,4-dioxo-1,3,8-triazaspiro[4.6]undecane-8-carboxylic acid (S)-tert-butyl ester